methyl 4-[N-(2,2-dimethylpropanoyl)-S-methyl-sulfonimidoyl]benzoate CC(C(=O)N=S(=O)(C)C1=CC=C(C(=O)OC)C=C1)(C)C